C(C)(C)(C)OC(=O)NC=1SC2=C(N1)C(=CC=C2F)C2=C(C=C1C(=NC(=NC1=C2F)OC[C@H]2N(CCC2)C)N2CCN(CC2)C(=O)OC(C)(C)C)C=2C=NC=CC2 tert-butyl 4-(7-(2-((tert-butoxycarbonyl)amino)-7-fluorobenzo[d]thiazol-4-yl)-8-fluoro-2-(((S)-1-methylpyrrolidin-2-yl)methoxy)-6-(pyridin-3-yl)quinazolin-4-yl)piperazine-1-carboxylate